(1S,3R)-3-acetamido-N-[5-chloro-4-(7-fluoro-3-propan-2-ylbenzotriazol-5-yl)pyridin-2-yl]cyclohexane-1-carboxamide C(C)(=O)N[C@H]1C[C@H](CCC1)C(=O)NC1=NC=C(C(=C1)C1=CC2=C(N=NN2C(C)C)C(=C1)F)Cl